(S)-1-(2,6-difluoro-4-(3-hydroxypropoxy)benzyl)-3,4-dimethyl-2-oxo-N-(2,4,6-trifluorobenzyl)-1,2,3,4-tetrahydroquinazoline-7-carboxamide FC1=C(CN2C(N([C@H](C3=CC=C(C=C23)C(=O)NCC2=C(C=C(C=C2F)F)F)C)C)=O)C(=CC(=C1)OCCCO)F